1,4-dihydro-4-oxo-quinoline-2-carboxylic acid O=C1C=C(NC2=CC=CC=C12)C(=O)O